1-(((3S)-1-((3-(4-chlorophenoxy)-1-azetidinyl)sulfonyl)-3-piperidinyl)carbonyl)-N-(4-(trifluoromethyl)benzyl)-D-prolinamide ClC1=CC=C(OC2CN(C2)S(=O)(=O)N2C[C@H](CCC2)C(=O)N2[C@H](CCC2)C(=O)NCC2=CC=C(C=C2)C(F)(F)F)C=C1